(5R)-2-anilino-5-methyl-6,7-dihydro-5H-pyrazolo[5,1-b][1,3]oxazine-3-carboxylic acid ethyl ester C(C)OC(=O)C=1C(=NN2C1O[C@@H](CC2)C)NC2=CC=CC=C2